4-Bromo-5-oxo-5,6,7,8-tetrahydronaphthalen-2-yl pivalate C(C(C)(C)C)(=O)OC1=CC=2CCCC(C2C(=C1)Br)=O